FC(C=1C=C(C=2C=CC=3N(C2N1)C=C(N3)C(=O)O)C(F)(F)F)(F)F 2,4-bis(trifluoromethyl)imidazo[1,2-a][1,8]naphthyridine-8-carboxylic acid